(4-(4-hydroxyphenyl)piperazin-1-yl)(naphthalen-1-yl)methanone OC1=CC=C(C=C1)N1CCN(CC1)C(=O)C1=CC=CC2=CC=CC=C12